10-fluoro-8-methoxy-3-methyl-2,3,5,6-tetrahydro-1H-pyrrolo[2,1-a]isoquinolin-4-ium FC=1C=C(C=C2CC[N+]3=C(C12)CCC3C)OC